methyl 3-[(4-chlorophenyl)(methyl)amino]-1-(oxan-4-yl)pyrazolo[4,3-b]pyridine-5-carboxylate ClC1=CC=C(C=C1)N(C1=NN(C=2C1=NC(=CC2)C(=O)OC)C2CCOCC2)C